(S)-3-(2-benzyl-3-chloro-7-oxo-2,4,5,7-tetrahydro-6H-pyrazolo[3,4-c]pyridin-6-yl)-7,8-dimethoxy-5-methyl-2,3-dihydro-benzo[b][1,4]oxazepin-4(5H)-one C(C1=CC=CC=C1)N1N=C2C(N(CCC2=C1Cl)[C@@H]1C(N(C2=C(OC1)C=C(C(=C2)OC)OC)C)=O)=O